FC(C(=O)O)(F)F.N[C@]1(CN(C[C@@H]1CCCB(O)O)S(N(CC1=CC=CC=C1)C1CNC1)(=O)=O)C(=O)O (3R,4S)-3-amino-1-(N-(azetidin-3-yl)-N-benzylsulfamoyl)-4-(3-boronopropyl)pyrrolidine-3-carboxylic acid, 2,2,2-trifluoroacetic acid salt